(R)-N-(3-(7-methyl-1H-indazol-5-yl)-1-(4-(1-methylpiperidin-4-yl)piperazin-1-yl)-1-oxopropan-2-yl)-4-(2-oxo-2,5,6,7-tetrahydro-1H-cyclopenta[b]pyridin-3-yl)piperidine-1-carboxamide CC=1C=C(C=C2C=NNC12)C[C@H](C(=O)N1CCN(CC1)C1CCN(CC1)C)NC(=O)N1CCC(CC1)C1=CC2=C(NC1=O)CCC2